1-(5-((5-chloro-4-morpholinopyrimidin-2-yl)amino)pyridin-3-yl)pyrrolidin-2-one ClC=1C(=NC(=NC1)NC=1C=C(C=NC1)N1C(CCC1)=O)N1CCOCC1